3-[3-(methylsulfonyl)-4-phenoxyphenyl]-1-phenylurea CS(=O)(=O)C=1C=C(C=CC1OC1=CC=CC=C1)NC(NC1=CC=CC=C1)=O